F[C@@H]1CC2=CC=3CCCC3C(=C2C1)N=C=O (R)-2-fluoro-4-isocyanato-1,2,3,5,6,7-hexahydro-s-indacene